3-chloro-5-((2-chloro-4-(trifluoromethyl)pyridin-3-yl)oxy)benzaldehyde ClC=1C=C(C=O)C=C(C1)OC=1C(=NC=CC1C(F)(F)F)Cl